C(C)(C)(C)OC(=O)N1CC2(CCC2)CC1=O 7-oxo-6-azaspiro[3.4]octane-6-carboxylic acid tert-butyl ester